N-((R,E)-4-(methylsulfonyl)but-3-en-2-yl)imidazo[1,2-c]pyrimidine-5-carboxamide CS(=O)(=O)/C=C/[C@@H](C)NC(=O)C1=NC=CC=2N1C=CN2